O[C@H]1[C@@H](O[C@@H]([C@H]1O)CO)C=1C(NC(N(C1)CCO)=O)=O 5-((2S,3R,4S,5R)-3,4-dihydroxy-5-(hydroxymethyl)tetrahydrofuran-2-yl)-1-(2-hydroxyethyl)pyrimidine-2,4(1H,3H)-dione